C(C)(C)(C)OC(=O)N1CC2=CC=CC=C2CC1 1,2,3,4-tetrahydroisoquinoline-2-carboxylic acid tert-butyl ester